(2R,3R)-3-({2-[bis(tert-butoxycarbonyl) amino] pyridin-4-yl} methyl)-1-[tert-butyl (dimethyl) silyl]-4-oxoazetidin-2-yl-3-chlorobenzoate C(C)(C)(C)OC(=O)N(C1=NC=CC(=C1)C[C@@H]1[C@H](N(C1=O)[Si](C)(C)C(C)(C)C)OC(C1=CC(=CC=C1)Cl)=O)C(=O)OC(C)(C)C